Cl.Cl.CC1(CNC2=CNC(C=C21)=O)C 3,3-dimethyl-1H,2H,3H,5H,6H-pyrrolo[2,3-c]pyridin-5-one dihydrochloride